ClC1=C(C=C(C=C1)F)C1C=2N(CC(N1)=O)C(=NC2NC(=O)C2=NSC1=C2C=CC(=C1)F)C(NC)=O N-(8-(2-chloro-5-fluorophenyl)-3-(methylcarbamoyl)-6-oxo-5,6,7,8-tetrahydroimidazo[1,5-a]pyrazin-1-yl)-6-fluorobenzo[d]isothiazole-3-carboxamide